ClC1=C(C(=CC=C1)C(F)(F)F)COC=1C=NC(=NC1)C1=CC(=NN1)CO [5-(5-{[2-chloro-6-(trifluoromethyl)phenyl]methoxy}pyrimidin-2-yl)-1H-pyrazol-3-yl]methanol